4,6-dichloro-2-methyl-5-(2,4,6-trifluorophenyl)pyrimidine ClC1=NC(=NC(=C1C1=C(C=C(C=C1F)F)F)Cl)C